NC1=NC=NC=2C3=C(CC4(CCCC4)C12)C(=C(C=C3)OC3(CCCCC3)N)NCCO 2-[[4-amino-8-(4-trans-aminocyclohexoxy)spiro[6H-benzo[h]quinazoline-5,1'-cyclopentane]-7-yl]amino]ethanol